ClC1=C(C=CC=C1Cl)SC=1C=2N(C(=NC1)N1CCC3(CCC([C@H]3N)C)CC1)C=CN2 (1R)-8-(8-((2,3-dichlorophenyl)thio)imidazo[1,2-c]pyrimidin-5-yl)-2-methyl-8-aza-spiro[4.5]decan-1-amine